CN1N=C(N=C1)C1=CC(=NC2=CC=C(C=C12)C(=O)N1CCOCC1)C=O 4-(1-methyl-1H-1,2,4-triazol-3-yl)-6-(morpholine-4-carbonyl)quinoline-2-carbaldehyde